(4R)-4-amino-5-(4-hydroxy-3-(3-(2-(2-acrylamidoethoxy)-ethoxy)propanamido)-phenyl)-2-methylpentanoic acid N[C@H](CC(C(=O)O)C)CC1=CC(=C(C=C1)O)NC(CCOCCOCCNC(C=C)=O)=O